C1(CCCCC1)=NCCC[Si](OCC)(OCC)C N-(cyclohexylidene)-3-(methyldiethoxysilyl)-1-propylamine